C(#N)[C@H](CC=1N=NC(=CC1)C=1C=CC2=C(N(C(O2)=O)C)C1)NC(=O)C=1OC=CC=NC1 (S)-N-((S)-1-cyano-2-(6-(3-methyl-2-oxo-2,3-dihydrobenzo[d]oxazole-5-yl)pyridazin-3-yl)ethyl)-1,4-oxazepine-2-carboxamide